3-(5-{1-[(6,7-dimethoxy-2-methylquinazolin-4-yl)amino]-ethyl}thiophen-2-yl)benzene-sulfonamide COC=1C=C2C(=NC(=NC2=CC1OC)C)NC(C)C1=CC=C(S1)C=1C=C(C=CC1)S(=O)(=O)N